COC=1C=C(OC=2SC=3N=C4N(C(C3N2)=O)CCC4)C=CC1 2-(3-methoxyphenoxy)-6,7-dihydropyrrolo[1,2-a]thiazolo[5,4-d]pyrimidin-9(5H)-one